C(C=C)C1(C(C(C2=CC=C(C(=C12)Br)F)(F)F)(F)F)NS(=O)C(C)(C)C N-(1-allyl-7-bromo-2,2,3,3,6-pentafluoro-2,3-dihydro-1H-inden-1-yl)-2-methylpropane-2-sulfinamide